FC1=CC=C(C=C1)S(=O)(=NCC=1N=C2N(C=C(C=C2)C2=NOC(=N2)C(F)(F)F)C1)C (4-fluorophenyl)(methyl)(((6-(5-(trifluoromethyl)-1,2,4-oxadiazol-3-yl)imidazo[1,2-a]pyridin-2-yl)methyl)imino)-λ6-sulfanone